(1S,2S)-N-Boc-1,2-cyclohexanediamine C(=O)(OC(C)(C)C)N[C@@H]1[C@H](CCCC1)N